N1C=CC2=CC(=CC=C12)OC(C1=C(C=CC=C1)Cl)=O.C(C)(C)(C)OOC(C)(C)CCC(CCC)C(C)(C)OOC(C)(C)C 1,3-bis(t-butylperoxyisopropyl)hexane 1H-indol-5-yl-2-chlorobenzoate